1,3-benzodioxole-5-carboxamide O1COC2=C1C=CC(=C2)C(=O)N